dimethyl 2-[3-[tert-butoxycarbonyl(ethyl)amino]-5-fluoro-2-nitro-phenyl]propanedioate C(C)(C)(C)OC(=O)N(C=1C(=C(C=C(C1)F)C(C(=O)OC)C(=O)OC)[N+](=O)[O-])CC